isoxazol-3-yl(2-(5-(trifluoromethyl)-1,2,4-oxadiazol-3-yl)-6,7-dihydrothieno[3,2-c]pyridin-5(4H)-yl)methanone O1N=C(C=C1)C(=O)N1CC2=C(CC1)SC(=C2)C2=NOC(=N2)C(F)(F)F